N-((2-((S)-amino(4,4-difluorocyclohexyl)methyl)benzo[d]oxazol-5-yl)(cyclopropyl)methyl)-4,4,4-trifluorobutan-amide N[C@H](C=1OC2=C(N1)C=C(C=C2)C(NC(CCC(F)(F)F)=O)C2CC2)C2CCC(CC2)(F)F